para-xylylene isocyanate C1(=CC=C(C=C1)CN=C=O)CN=C=O